C1(=CC=CC=C1)CCO phenyl-ethyl alcohol